2-((3r,5r,7r)-adamantan-1-yl)-N-(4-(4-(2-((4-(((R)-1-(3-bromophenyl)ethyl)-amino)-6-methoxy-2-methylquinazolin-7-yl)oxy)acetyl)piperazin-1-yl)butyl)acetamide C12(CC3CC(CC(C1)C3)C2)CC(=O)NCCCCN2CCN(CC2)C(COC2=C(C=C3C(=NC(=NC3=C2)C)N[C@H](C)C2=CC(=CC=C2)Br)OC)=O